[Er].[Zn] zinc-erbium